COC1=CC=C(CN2C(C3(C2)N(CCC3)C(=O)[O-])=O)C=C1 2-(4-methoxybenzyl)-1-oxo-2,5-diazaspiro[3.4]octane-5-carboxylate